3-Chloro-N-(2-((dimethylamino)methyl)quinolin-8-yl)benzenesulfonamide ClC=1C=C(C=CC1)S(=O)(=O)NC=1C=CC=C2C=CC(=NC12)CN(C)C